ClC=1C(=CC2=C(NC(=N2)N2N=CC(=C2)C(=O)O)C1)OC 1-(6-Chloro-5-methoxy-1H-benzoimidazol-2-yl)-1H-pyrazole-4-carboxylic acid